CN1C([C@]2(CC1)CN(C=1N(C2)N=CC1)C1=CC=C(C=C1)C(F)(F)F)=O |o1:3| (R)- or (S)-1'-methyl-4-(4-(trifluoromethyl)phenyl)-4,5-dihydro-7H-spiro[pyrazolo[1,5-a]pyrimidine-6,3'-pyrrolidin]-2'-one